(1r,3r)-3-(3-amino-4-(6-(2-hydroxy-2-methylpropoxy)pyrazolo[1,5-a]pyrazin-4-yl)-1H-pyrazol-1-yl)-3-(cyanomethyl)cyclobutane-1-carbonitrile NC1=NN(C=C1C=1C=2N(C=C(N1)OCC(C)(C)O)N=CC2)C2(CC(C2)C#N)CC#N